O=C1NC(CCC1NC1=CC(=C(C=C1)C1CCN(CC1)C1CCCCC1)F)=O trans-4-(4-(4-((2,6-dioxopiperidin-3-yl)amino)-2-fluorophenyl)piperidin-1-yl)cyclohexane